2-(1-methyl-1H-indazol-4-yl)pyrazolo[5,1-b]Thiazole-7-carboxamide CN1N=CC2=C(C=CC=C12)C1=CN2C(S1)=C(C=N2)C(=O)N